2-(benzyloxy)-4-(((tert-butyldimethylsilyl)oxy)methyl)-6-(3,5-dichlorophenyl)-3-methylpyridine C(C1=CC=CC=C1)OC1=NC(=CC(=C1C)CO[Si](C)(C)C(C)(C)C)C1=CC(=CC(=C1)Cl)Cl